1-[(1-Cyclopropyl-5-fluoro-1H-pyrazol-4-yl)(1-methylpiperidin-3-yl)sulfamoyl]-3-{2-methyl-4H,5H,6H-cyclopenta[b]thiophen-3-yl}urea C1(CC1)N1N=CC(=C1F)N(S(=O)(=O)NC(=O)NC=1C2=C(SC1C)CCC2)C2CN(CCC2)C